CS(=O)(=O)C1=C(N)C=CC=C1 2-(methyl-sulfonyl)aniline